F[C@@H]1[C@H](C1)C(=O)C=1N=C2N(N1)[C@@H](C[C@@H]2F)C2=CC=CC=C2 [(1R,2S)-2-fluorocyclopropyl]-[(5S,7S)-7-fluoro-5-phenyl-6,7-dihydro-5H-pyrrolo[1,2-b][1,2,4]triazol-2-yl]methanone